[2H]C=O deuterio-formaldehyde